(2R,3R,4R,5R)-5-(6-(allyloxy)-9H-purin-9-yl)-4-fluoro-2-(hydroxymethyl)tetrahydrofuran-3-ol C(C=C)OC1=C2N=CN(C2=NC=N1)[C@H]1[C@@H]([C@@H]([C@H](O1)CO)O)F